glucosyl-7-methyl-3-methyleneoctane-1,2,6,7-tetraol C1([C@H](O)[C@@H](O)[C@H](O)[C@H](O1)CO)C(C(C(CCC(C(C)(O)C)O)=C)O)O